ClC1=CC=C(CN2CC3C(C2)CN(C3)C(=O)N3N=C(C=C3)C(=O)NC)C=C1 1-(5-(4-chlorobenzyl)octahydropyrrolo[3,4-c]pyrrole-2-carbonyl)-N-methyl-1H-pyrazole-3-carboxamide